4-((4-hydroxybutoxy)carbonyl)benzoic acid OCCCCOC(=O)C1=CC=C(C(=O)O)C=C1